5,6-dimethyl-3-{[3-(trifluoromethyl)benzyl]sulfanyl}[1,2,4]triazol CC1=NC(=NN1)SCC1=CC(=CC=C1C)C(F)(F)F